5-(5-((3-(tert-butoxy)benzyl)oxy)-2-methylpyridin-4-yl)-N-(2,6-dimethylpyrimidin-4-yl)pyrazolo[1,5-a]pyridin-2-amine C(C)(C)(C)OC=1C=C(COC=2C(=CC(=NC2)C)C2=CC=3N(C=C2)N=C(C3)NC3=NC(=NC(=C3)C)C)C=CC1